2-(4-fluorophenyl)benzotriazol-5-amine FC1=CC=C(C=C1)N1N=C2C(=N1)C=CC(=C2)N